diphenyl-(o-methylphenyl)phosphine C1(=CC=CC=C1)P(C1=C(C=CC=C1)C)C1=CC=CC=C1